C1(=CC=CC=C1)COC=1C=C(C=CC1)B(O)O (3-(phenylmethyloxy)phenyl)boronic acid